COC1=CC=C(C=C1)C(OC[C@H](CO[Si](C1=CC=CC=C1)(C1=CC=CC=C1)C(C)(C)C)OCCN1C2=NC=NC(=C2N=C1)NC(C1=CC=CC=C1)=O)(C1=CC=CC=C1)C1=CC=C(C=C1)OC (R)-N-{9-[2-({1-[bis(4-methoxyphenyl)(phenyl)methoxy]-3-[(tert-butyldiphenylsilyl)oxy]propan-2-yl}oxy)ethyl]-9H-purin-6-yl}benzamide